FC1=NC=CC(=C1F)C=1N=C(N2C1[C@H](N(CC2)C(=O)C2=CC=C(C=C2)F)C)C2=NC(=NS2)C (R)-(1-(2,3-Difluoropyridin-4-yl)-8-methyl-3-(3-methyl-1,2,4-thiadiazol-5-yl)-5,6-Dihydroimidazo[1,5-a]pyrazin-7(8H)-yl)(4-fluorophenyl)methanone